FC(C=1OC(=NN1)C1=CC(=C(C=C1)CN1N=NC(=C1)C1=CC=C2CCNCC2=C1)F)F 2-(difluoromethyl)-5-(3-fluoro-4-((4-(1,2,3,4-tetrahydroisoquinolin-7-yl)-1H-1,2,3-triazol-1-yl)methyl)phenyl)-1,3,4-oxadiazole